C1(=CC=CC=C1)N(C1=NC=2N(C3=CC=CC=C13)C=NN2)C2=CC=CC=C2 N,N-diphenyl-[1,2,4]triazolo[4,3-a]quinazolin-5-amine